FC(CC1=NSC(=N1)NC(=O)C1=COC(=C1)C1=CC(=CC=C1)C(F)(F)F)(C)F N-(3-(2,2-difluoropropyl)-1,2,4-thiadiazol-5-yl)-5-(3-(trifluoromethyl)phenyl)furan-3-carboxamide